4-(3,4,5-trimethoxybenzyl)pyridine-3,4-diamine COC=1C=C(CC2(C(C=NC=C2)N)N)C=C(C1OC)OC